FC(CCC([2H])([2H])N1C(SC(=C1C)C)=NC(=O)C1C(C1(C)C)(C)C)([2H])[2H] N-(3-(4-fluorobutyl-1,1,4,4-d4)-4,5-dimethylthiazole-2(3H)-ylidene)-2,2,3,3-tetramethylcyclopropane-1-carboxamide